5-Cyclopropyl-8-(3-furyl)-4-[(1-naphthyl)methyl]-2-oxo-7-thia-1-azabicyclo[4.3.0]nona-3,5,8-triene-9-carboxylic acid C1(CC1)C=1C(=CC(N2C(=C(SC12)C1=COC=C1)C(=O)O)=O)CC1=CC=CC2=CC=CC=C12